(3'R,4'S,5'R)-4'-(3-chloro-2-fluorophenyl)-6''-(cyclopropylmethyl)-2''-oxodispiro[cyclohexane-1,2'-pyrrolidine-3',3''-indoline]-5'-carboxylic acid ClC=1C(=C(C=CC1)[C@H]1[C@@H](NC2(CCCCC2)[C@@]12C(NC1=CC(=CC=C21)CC2CC2)=O)C(=O)O)F